(S)-4-(3-(5-fluoro-2-methoxypyridin-4-yl)-1H-pyrazole-5-carbonyl)-N-(((R)-3-methyl-5,6,7,8-tetrahydro-[1,2,4]triazolo[4,3-a]pyridin-7-yl)methyl)-4-azaspiro[2.5]octane-7-carboxamide FC=1C(=CC(=NC1)OC)C1=NNC(=C1)C(=O)N1C2(CC2)C[C@H](CC1)C(=O)NC[C@H]1CC=2N(CC1)C(=NN2)C